4-(6-acetyl-1-methyl-2,3-dioxo-2,3-dihydropyrido[2,3-b]pyrazin-4(1H)-yl)piperidine C(C)(=O)C=1C=CC2=C(N(C(C(N2C)=O)=O)C2CCNCC2)N1